Butandi-ol C(CCC)(O)O